C(N)(=O)CN(C(C)=O)CC(=O)N1[C@@H](C[C@H](C1)F)C(=O)N[C@H](C1=CC=C(C=C1)C(C)C)C1=CC=CC=C1 (2S,4R)-1-{2-[N-(carbamoylmethyl)acetamido]acetyl}-4-fluoro-N-[(S)-phenyl[4-(propan-2-yl)phenyl]methyl]pyrrolidine-2-carboxamide